CN(C1=NC=CC=C1)C N,N-dimethyl-pyridin-2-amine